C[C@](CC1=CC(=C(C=C1)O)O)(C(=O)O)NN (-)-L-α-hydrazino-3,4-dihydroxy-α-methylhydrocinnamic acid